5-chloro-N2-(4-((trans)-2,6-dimethyl-1,2,3,6-tetrahydropyridin-4-yl)-2-isopropoxy-5-methylphenyl)-N4-(2-(isopropylsulfonyl)phenyl)pyrimidine-2,4-diamine ClC=1C(=NC(=NC1)NC1=C(C=C(C(=C1)C)C=1C[C@@H](N[C@H](C1)C)C)OC(C)C)NC1=C(C=CC=C1)S(=O)(=O)C(C)C